O1C(=S)S[Se]1 seleno xanthate